ClC1=CC(=C(CNC(=O)C2CCN(CC2)CC2=CC=C(C=C2)F)C=C1)OC(F)(F)F N-(4-chloro-2-(trifluoromethoxy)benzyl)-1-(4-fluorobenzyl)piperidine-4-carboxamide